ClC1=CC=C(O[C@H](C(=O)OC)C)C=C1 methyl (2S)-2-(4-chlorophenoxy)propanoate